ClC1=CC=C2C(=C(N(C2=C1Cl)C)C1=NC(=NN1)C(F)(F)F)N1C=NC=C1 6,7-dichloro-3-(1H-imidazol-1-yl)-1-methyl-2-(3-(trifluoromethyl)-1H-1,2,4-triazol-5-yl)-1H-indole